C(C=C)(=O)O.OBO.OBO bisdioxaborane acrylate